beta-alanine lactate C(C(O)C)(=O)O.NCCC(=O)O